(E)-2-(4-chloro-2-fluoro-styryl)-4-(chloromethyl)oxazole ClC1=CC(=C(/C=C/C=2OC=C(N2)CCl)C=C1)F